Cl(=O)(=O)(=O)[O-].C(CCCCCCCCCCCCCCCCC)[N+](CCCCCCCCCCCCCCCCCC)(CCCCCCCCCCCCCCCCCC)CCCCCCCCCCCCCCCCCC tetraoctadecyl-Ammonium perchlorate